C(N)(=N)N1CC(C1)CC(=O)O 2-(1-carbamimidoyl-azetidin-3-yl)acetic acid